C(C)(C)(C)NCCCC(C(=O)N)=C t-butylaminopropyl-acrylamide